NC1=C2C(=NC=N1)N(N=C2C2=CC=C(C=C2)OC2=CC=CC=C2)C=2C=C(C(=O)OC1CCCCC1)C=CC2 cyclohexyl (1S,3R)-3-(4-amino-3-(4-phenoxyphenyl)-1H-pyrazolo[3,4-d]pyrimidin-1-yl)benzoate